N-(1-(cyclopropylmethyl)piperidin-4-yl)-2-(((S)-2-fluorobutyl)amino)-4-(((1r,4S)-4-hydroxycyclohexyl)amino)pyrimidine-5-carboxamide C1(CC1)CN1CCC(CC1)NC(=O)C=1C(=NC(=NC1)NC[C@H](CC)F)NC1CCC(CC1)O